[13C6]-glucosylgalactosylhydroxylysine [13CH]1([13C@H](O)[13C@@H](O)[13C@H](O)[13C@H](O1)[13CH2]O)N([C@@H](CC[C@@H](O)CN)C(=O)O)C1[C@H](O)[C@@H](O)[C@@H](O)[C@H](O1)CO